3-(2-pyridyl)propan-1-ol N1=C(C=CC=C1)CCCO